C(#N)C(C)(C)NC(C1=CC=C(C=C1)C1=NC(=NC=C1)NC1=CC=C(C=C1)N1CCOCC1)=O N-(2-cyanopropan-2-yl)-4-(2-(4-morpholinophenyl-amino)pyrimidin-4-yl)benzamide